e-trifluoroacetyl-L-lysine FC(C(=O)N[C@@H](CCCCN)C(=O)O)(F)F